6-chloro-4-(trifluoromethyl)-2,3-dihydro-1H-inden-2-aminium chloride [Cl-].ClC1=CC(=C2CC(CC2=C1)[NH3+])C(F)(F)F